Cl.FC(OC[C@H](C)N)(F)F (S)-1-(trifluoromethoxy)propan-2-amine hydrochloride